CC=1N=NC=C(C1[C@@H](C)OC=1C=C2C(=NNC2=CC1)C=1C=C(C#N)C=C(C1)C1COCC1)C 3-(5-((R)-1-(3,5-dimethylpyridazin-4-yl)ethoxy)-1H-indazol-3-yl)-5-(tetrahydrofuran-3-yl)benzonitrile